3-(5-formylpyridin-3-yl)phenyl pentylcarbamate C(CCCC)NC(OC1=CC(=CC=C1)C=1C=NC=C(C1)C=O)=O